ClC=1C(=C2C(=C(N(C2=CC1)CCC(=O)OC)C(=O)OC)CC)C=1C(=NN(C1C)C)CO Methyl 5-chloro-4-(3-(hydroxymethyl)-1,5-dimethyl-1H-pyrazol-4-yl)-1-(3-methoxy-3-oxopropyl)-3-ethyl-1H-indole-2-carboxylate